COC[C@@]1(N2CCC(C1=O)CC2)COP(=O)(OC[C@]2(N1CCC(C2=O)CC1)COC)N[C@@H](C)C(=O)OC(C)C isopropyl (bis(((1S,2R,4S)-2-(methoxymethyl)-3-oxoquinuclidin-2-yl)methoxy)phosphoryl)-L-alaninate